(2S,4S)-2-cyano-4-fluoropyrrolidine-1-carboxylic acid tert-butyl ester C(C)(C)(C)OC(=O)N1[C@@H](C[C@@H](C1)F)C#N